4-(2-((2-chloropyrimidin-4-yl)amino)ethoxy)-2-(2,6-dioxopiperidin-3-yl)isoindoline-1,3-dione ClC1=NC=CC(=N1)NCCOC1=C2C(N(C(C2=CC=C1)=O)C1C(NC(CC1)=O)=O)=O